Cl.CNC(C)C=1C(=NC=CN1)C(=O)OCCN(CC)CC 2-(diethylamino)ethyl 3-(1-(methylamino)ethyl)pyrazine-2-carboxylate hydrochloride